CC1=C(OC2OCCCC2)C=CC=C1[N+](=O)[O-] 2-(2-methyl-3-nitrophenoxy)tetrahydro-2H-pyran